C(C1=CC=CC=C1)NC(=O)NC1=CC(=C(C=C1)C1=CN=C(S1)C12CCC(CC1)(CC2)NC(O)=O)S(NC(C)(C)C)(=O)=O.NC2=C(C(=O)NCC1=C(C=CC=C1)C(F)(F)F)C(=CC=C2C)Br 2-amino-6-bromo-3-methyl-N-(2-(trifluoromethyl)benzyl)benzamide [1-[5-[4-(benzylcarbamoylamino)-2-(tert-butylsulfamoyl)phenyl]thiazol-2-yl]-4-bicyclo[2.2.2]octyl]carbamate